NC=1C=C(C#N)C=CC1NCCC1=CC=C(C=C1)Br 3-amino-4-((4-bromophenyl-ethyl)amino)benzonitrile